ClC=1C2=CN(N=C2C(=C(C1)C1=CC=C(C=C1)N1CCOCC1)Cl)C(C(=O)NC=1SC=CN1)C1=C2N(C=N1)C[C@@H](C2)F 2-[4,7-Dichloro-6-(4-morpholinophenyl)indazol-2-yl]-2-[(6R)-6-fluoro-6,7-dihydro-5H-pyrrolo[1,2-c]imidazol-1-yl]-N-thiazol-2-yl-acetamide